CN1C(NC=2N=CN(C2C1=O)C)=O 1,7-dimethyl-1H-purine-2,6(3H,7H)-dione